(1S)-1-[1-(5-Chloropyridin-2-yl)-3-methoxy-1H-1,2,4-triazol-5-yl]ethanamine ClC=1C=CC(=NC1)N1N=C(N=C1[C@H](C)N)OC